pyrrolidin-3-ylcarbamic acid (S)-tert-butyl ester C(C)(C)(C)OC(NC1CNCC1)=O